COC1CCN(CC1)C1=NC=2N(C=C1)N=CC2C(=O)N 5-(4-methoxypiperidin-1-yl)pyrazolo[1,5-a]pyrimidine-3-carboxamide